ClC=1C=C2N=CC(=NC2=CC1)C1=CC=C(C=C1)NC(C(F)(F)F)=O N-(4-(6-chloroquinoxalin-2-yl)phenyl)-2,2,2-trifluoroacetamide